O=C1N(CCC(N1)=O)C=1C=C(CN(C2CCN(CC2)C2=C(C=C(C=C2)NC(C2=CC(=C(C=C2)C)C#CC2=CN=C3N2N=CC=C3)=O)C(F)(F)F)C)C=CC1 N-(4-(4-((3-(2,4-dioxotetrahydropyrimidin-1(2H)-yl)benzyl)(methyl)amino)piperidin-1-yl)-3-(trifluoromethyl)phenyl)-3-(imidazo[1,2-b]pyridazin-3-ylethynyl)-4-methylbenzamide